1-(2-cyclopropyl-4-(1-(2,6-dichlorophenyl)azetidin-3-yl)-6-methylbenzyl)-3-methylazetidin-3-ol, formic acid salt C(=O)O.C1(CC1)C1=C(CN2CC(C2)(O)C)C(=CC(=C1)C1CN(C1)C1=C(C=CC=C1Cl)Cl)C